tert-butyl 8-(2-methoxycarbonylpyrimidin-5-yl)-2,8-diazaspiro[4.5]decane-2-carboxylate COC(=O)C1=NC=C(C=N1)N1CCC2(CCN(C2)C(=O)OC(C)(C)C)CC1